3-(5-fluoro-1-benzofuran-3-yl)-4-(5-methyl-[1,3]dioxolo[4,5-f]indol-7-yl)pyrrole-2,5-dione FC=1C=CC2=C(C(=CO2)C=2C(NC(C2C2=CN(C=3C=C4C(=CC23)OCO4)C)=O)=O)C1